BrC=1C=CC(=C(C1)C1=C(C=C(C=C1)C(=O)OC)F)O Methyl 5'-bromo-2-fluoro-2'-hydroxy-[1,1'-biphenyl]-4-carboxylate